BrC1=CC=2C(C3=CC=CC=C3N(C2C=C1)C1=CC=CC=C1)(C)C 2-bromo-9,9-dimethyl-10-phenyl-9,10-dihydroacridine